ClC=1C=C(C#N)C=C(C1)OC1=C(N=CN(C1=O)CC1=NNC(C(=C1)OC1=CC=C(C=C1)F)=O)C(F)(F)F 3-chloro-5-((1-((5-(4-fluorophenoxy)-6-oxo-1,6-dihydropyridazin-3-yl)methyl)-6-oxo-4-(trifluoromethyl)-1,6-dihydropyrimidin-5-yl)oxy)benzonitrile